IC=1C=C(C=CC1)[C@H]([C@@H](C(C)C)O)O 1-(3-iodophenyl)-3-methyl-(R,R)-1,2-butanediol